C(C)(=O)C=1C=C(C=CC1)NC(=O)NC=1C=C2C(N(C(N(C2=CC1)CCN1CCCC1)=O)CCOC)=O 1-(3-acetylphenyl)-3-(3-(2-methoxyethyl)-2,4-dioxo-1-(2-(pyrrolidin-1-yl)ethyl)-1,2,3,4-tetrahydroquinazolin-6-yl)urea